2-oxo-9,10-dihydroanthracene O=C1CC=2CC3=CC=CC=C3CC2C=C1